CN1N=CC(=C1)C1=CC=C2C(=N1)C(=CS2)C2=CC(=NC=C2)C 5-(1-methyl-1H-pyrazol-4-yl)-3-(2-methylpyridin-4-yl)-thieno[3,2-b]pyridine